BrC=1N=C(SC1C=O)NC(OC(C)(C)C)=O tert-butyl N-(4-bromo-5-formyl-1,3-thiazol-2-yl)carbamate